(S)-N-(3-methoxy-1-oxo-1-(4-(3-(trifluoromethoxy)phenyl-4-d)piperazin-1-yl-2,2,3,3,5,5,6,6-d8)propan-2-yl)acetamide-2,2,2-d3 COC[C@@H](C(N1C(C(N(C(C1([2H])[2H])([2H])[2H])C1=CC(=C(C=C1)[2H])OC(F)(F)F)([2H])[2H])([2H])[2H])=O)NC(C([2H])([2H])[2H])=O